CN(CC(=O)OC(C)(C)C)C1=CC=C2C(=CC(OC2=C1)=O)C1=C(C=CC=C1)C tert-butyl N-methyl-N-(2-oxo-4-(o-tolyl)-2H-chromen-7-yl)glycinate